ClC1=C2C=NN(C2=C(C=C1)C(=O)NC1CC2(CCC2)C1)CC1=CC=C(C=C1)N1CC(CC1)(F)F (Ra)-6-(4-Chloro-1-(4-(3,3-difluoropyrrolidin-1-yl)benzyl)-1H-indazol-7-carboxamido)spiro[3.3]heptan